CN1C[C@@H](CC[C@@H]1C)C1CC12N(CCC(C2)C(=O)N)C(=O)C2=NNC(=C2)C2=CC(=NC=C2F)OC ((3S,6S)-1,6-dimethylpiperidin-3-yl)-4-(5-(5-fluoro-2-methoxypyridin-4-yl)-1H-pyrazole-3-carbonyl)-4-azaspiro[2.5]octane-7-carboxamide